CN(C1=NC(=C2N=CN(C2=N1)C)NCC1=CC(=CC=C1)I)C 2-dimethylamino-N6-(3-iodobenzyl)-9-methyladenine